C(CCC(=O)ON1C(CCC1=O)=O)(=O)ON1C(CCC1=O)=O bissuccinimidyl succinate